4-[(9z,12z)-octadecadienyl]-(13z,16z)-tricosane-diene-1,4-diol C(=CC=CCCCCCCCCCCCCCC)C(CC=CO)(C=CCCCCCCCCCCCCCCCCC)O